2-chloro-4,6-difluoro-1-((5-fluoropyrimidin-2-yl)methyl)-1H-benzo[d]imidazole ClC1=NC2=C(N1CC1=NC=C(C=N1)F)C=C(C=C2F)F